(E)-N-((5-(4-(4,4-difluoropiperidine-1-carbonyl)phenyl)-7-(pyridin-4-yl)benzofuran-2-yl)methyl)-3-(pyridin-3-yl)acrylamide FC1(CCN(CC1)C(=O)C1=CC=C(C=C1)C=1C=C(C2=C(C=C(O2)CNC(\C=C\C=2C=NC=CC2)=O)C1)C1=CC=NC=C1)F